2-(4-((tert-butoxycarbonyl)amino)phenyl)oxazole-4-carboxylic acid C(C)(C)(C)OC(=O)NC1=CC=C(C=C1)C=1OC=C(N1)C(=O)O